C(C)C1(NC(NC(C1)=O)=N)CC 4,4-diethyl-2-imino-6-oxotetrahydropyrimidin